(1R,3aS,3bS,7S,9aR,9bS,11aR)-1-[(2R)-6-acetoxy-6-methylheptan-2-yl]-9a,11a-dimethyl-2,3,3a,3b,4,6,7,8,9,9a,9b,10,11,11a-tetradecahydro-1H-cyclopenta[1,2-i]phenanthren-7-yl acetate C(C)(=O)O[C@@H]1CC2=CC[C@H]3[C@H]4[C@](CC[C@@H]3[C@]2(CC1)C)([C@H](CC4)[C@H](C)CCCC(C)(C)OC(C)=O)C